CNC(C(=O)NCCC1=CC=C(C=C1)C1=CC=C(C=C1)OC(F)(F)F)CC 2-(methylamino)-N-(2-(4'-(trifluoromethoxy)-[1,1'-biphenyl]-4-yl)ethyl)butanamide